O=C1NC(CC[C@@H]1N1C(C2=CC=C3C(=C2C1)OCC31CCN(CC1)CCCC(=O)OC(C)(C)C)=O)=O tert-butyl (S)-4-(7-(2,6-dioxopiperidin-3-yl)-6-oxo-7,8-dihydro-2H,6H-spiro[furo[2,3-e]isoindole-3,4'-piperidin]-1'-yl)butanoate